NC1=C(C=C(C=C1)F)P(C([2H])([2H])[2H])(C([2H])([2H])[2H])=O (2-amino-5-fluorophenyl)bis(methyl-d3)phosphine oxide